tert-butyl 5-((2,4-dimethoxybenzyl)amino)-3,4-dihydro-2,6-naphthyridine-2(1H)-carboxylate COC1=C(CNC2=C3CCN(CC3=CC=N2)C(=O)OC(C)(C)C)C=CC(=C1)OC